4-bromo-2-(4-(tert-Butoxycarbonylamino)-3-chlorophenyl-amino)benzoic acid methyl ester COC(C1=C(C=C(C=C1)Br)NC1=CC(=C(C=C1)NC(=O)OC(C)(C)C)Cl)=O